2,2-diethoxy-N-(3-triethoxysilylpropoxycarbonylethyl)-1-aza-2-silacyclopentane C(C)O[Si]1(N(CCC1)CCC(=O)OCCC[Si](OCC)(OCC)OCC)OCC